CN1C(C2=C(C(=C1)B1OC(C(O1)(C)C)(C)C)C=C(N2S(=O)(=O)C2=CC=C(C)C=C2)C2=NC=CC=N2)=O 6-methyl-2-(pyrimidin-2-yl)-4-(4,4,5,5-tetramethyl-1,3,2-dioxaborolan-2-yl)-1-tosyl-1,6-dihydro-7H-pyrrolo[2,3-c]pyridin-7-one